CC1=C(C(=CC=C1)C)N1C(N(C(=C1)CCCC)CC=1C=NC(=CC1)C1=C(C=CC=C1)C1=NN=NN1)=O 1-(2,6-dimethylphenyl)-4-butyl-1,3-dihydro-3-[[6-[2-(1H-tetrazol-5-yl)phenyl]-3-pyridinyl]methyl]-2H-imidazol-2-one